C(CC)(=O)NC1=CC(=C(C(=O)NCCN2CCCC2)C=C1)OC 4-Propionylamino-2-methoxy-N-(2-pyrrolidin-1-yl-ethyl)-benzamide